BrC1=CC=2SCCOC3(C2S1)CC3 7'-bromo-2',3'-dihydrospiro[cyclopropane-1,5'-thieno[3,2-e][1,4]oxathiepine]